tert-butyl N-[(1S)-2-[(1R,2S,5S)-2-[[(1S)-1-cyano-2-[(3S)-2-oxopyrrolidin-3-yl] ethyl]carbamoyl]-6,6-dimethyl-3-azabicyclo[3.1.0]hexan-3-yl]-1-(methoxymethyl)-2-oxo-ethyl]carbamate C(#N)[C@H](C[C@H]1C(NCC1)=O)NC(=O)[C@@H]1[C@H]2C([C@H]2CN1C([C@H](COC)NC(OC(C)(C)C)=O)=O)(C)C